(7-((2S,5R)-4-(1-(2-hydroxy-3-methylquinoxalin-6-yl)ethyl)-2,5-dimethylpiperazin-1-yl)-4-methyl-5-oxo-4,5-dihydro-2H-pyrazolo[4,3-b]pyridin-2-yl)acetonitrile OC1=NC2=CC=C(C=C2N=C1C)C(C)N1C[C@@H](N(C[C@H]1C)C=1C=2C(N(C(C1)=O)C)=CN(N2)CC#N)C